(S)-1,5-dimethyl-N-(6-(3-(methyl-d3)-1,2,4-oxadiazol-5-yl)-2,3-dihydrobenzofuran-3-yl)-1H-pyrazole-4-carboxamide CN1N=CC(=C1C)C(=O)N[C@@H]1COC2=C1C=CC(=C2)C2=NC(=NO2)C([2H])([2H])[2H]